N-(1-Adamantylmethylsulfonyl)-6-[4-[3-(5-hydroxypyridin-3-yl)-5-(trifluoromethyl)benzoyl]piperazin-1-yl]pyridazine-3-carboxamide C12(CC3CC(CC(C1)C3)C2)CS(=O)(=O)NC(=O)C=2N=NC(=CC2)N2CCN(CC2)C(C2=CC(=CC(=C2)C(F)(F)F)C=2C=NC=C(C2)O)=O